C(C)(C)(C)S(=O)NC1=C(C(=O)NC23CC(C2)(C3)C(F)(F)F)C=C(C=C1)C(F)(F)F ((tert-butylsulfinyl)amino)-5-(trifluoromethyl)-N-(3-(trifluoromethyl)bicyclo[1.1.1]pentan-1-yl)benzamide